C[C@@H]([C@@H](C)O)\C=C\C1C(C(=CC1)C)(C)C |r| rac-(E,2R,3R)-3-methyl-5-(2,2,3-trimethylcyclopent-3-en-1-yl)pent-4-en-2-ol